6-cyclopropoxy-8-(6-azaspiro[2.5]octan-6-yl)quinoline-3-carboxylic acid C1(CC1)OC=1C=C2C=C(C=NC2=C(C1)N1CCC2(CC2)CC1)C(=O)O